2-(1-methyl-1H-pyrazol-5-yl)-6-(prop-1-yn-1-yl)isoindolin-1-one CN1N=CC=C1N1C(C2=CC(=CC=C2C1)C#CC)=O